2-[4-Methoxy-3-(1-methylpyrazol-3-yl)-5-nitrophenyl]ethyl 4-toluenesulfonate CC1=CC=C(C=C1)S(=O)(=O)OCCC1=CC(=C(C(=C1)[N+](=O)[O-])OC)C1=NN(C=C1)C